2-(3,5-dimethoxybenzyl)-3-methylnaphthalene-1,4-dione COC=1C=C(CC=2C(C3=CC=CC=C3C(C2C)=O)=O)C=C(C1)OC